ClC1=NNC2=CC=C(C=C12)C=O 3-CHLORO-1H-INDAZOLE-5-CARBALDEHYDE